3-Fluoro-N-((1S,4S)-4-hydroxycyclohexyl)-5-((6-(1-methyl-1H-pyrazol-5-yl)-1-oxoisoquinolin-2(1H)-yl)methyl)benzamide FC=1C=C(C(=O)NC2CCC(CC2)O)C=C(C1)CN1C(C2=CC=C(C=C2C=C1)C1=CC=NN1C)=O